N1=C(N=CC2=CC=CC=C12)CN1C(=O)N(C=2N=C(N(C2C1=O)CC#CC)N1C[C@@H](CCC1)N)C 1-[(Quinazoline-2-yl)methyl]-3-methyl-7-(2-butyne-1-yl)-8-((R)-3-amino-piperidine-1-yl)-xanthine